C(C)C1=C(C(=C(C=C1)O)CCCCCC)CC diethyl-hexyl-phenol